FC(C(=O)OCCC(C(C(C(F)(F)F)(F)F)(F)F)(F)F)=C 2-(perfluorobutyl)ethyl α-fluoroacrylate